C1(=CC=CC=C1)C=1NC2=C(C=C(C=C2C1)C(=O)N1[C@H](CCC1)C(=O)O)NC1CCOCC1 (2-phenyl-7-((tetrahydro-2H-pyran-4-yl)amino)-1H-indole-5-carbonyl)-D-proline